para-cyanobenzoyl-hydrazine C(#N)C1=CC=C(C(=O)NN)C=C1